2,2-dimethyl-hexanoic acid CC(C(=O)O)(CCCC)C